CS(=O)(=O)[O-].NC1=C(C=CC=C1)C1=C(C=CC=C1)[Pd+] (2'-amino-1,1'-biphenyl-2-yl)Palladium(II) methanesulfonate